ClC=1C=C(C=C(C1)Cl)C1=CC(=C(C(=N1)OC=1C(=NC(=NC1)N1CCN(CC1)C)C)F)CN1CCC(CC1)CC(=O)O 2-(1-((6-(3,5-dichlorophenyl)-3-fluoro-2-((4-methyl-2-(4-methylpiperazin-1-yl)pyrimidin-5-yl)oxy)pyridin-4-yl)methyl)piperidin-4-yl)acetic acid